C(C)OC(=O)C1=NC=CC(=C1)C1OC2=C(N1)C=C(C=C2)C(=O)O 2-(2-(ethoxycarbonyl)pyridin-4-yl)-2,3-dihydrobenzo[d]oxazole-5-carboxylic acid